O1CCC(CC1)N1C(CC(CC1=O)=O)=O 1-(tetrahydro-2H-pyran-4-yl)piperidine-2,4,6-trione